CC1=CC=CC(=N1)N1CCN(CC1)C(CCC1=NC2=CC=CC=C2C(N1)=O)=O 2-[3-[4-(6-methyl-2-pyridinyl)piperazin-1-yl]-3-oxo-propyl]-3H-quinazolin-4-one